2-CHLORO-4-FLUORO-1-[ISOCYANO-(TOLUENE-4-SULFONYL)-METHYL]-BENZENE ClC1=C(C=CC(=C1)F)C(S(=O)(=O)C1=CC=C(C)C=C1)[N+]#[C-]